[Na+].NC1=CC=C(C=N1)C1=C(N(C=C1)S(N)(=O)=O)C(=O)[O-] 3-(6-amino-3-pyridyl)-1-sulfamoyl-pyrrole-2-carboxylic acid, sodium salt